C(#N)N=S(=O)(NC(NC1=C2CCCC2=CC=2CCCC12)=O)\C=C\C1OCC2C1CCC2 (E)-N'-cyano-2-(hexahydro-1H-cyclopenta[c]furan-1-yl)-N-((1,2,3,5,6,7-hexahydro-s-indacen-4-yl)carbamoyl)ethene-1-sulfonimidamide